7-(4-(4-(2-methoxyphenyl)piperazin-1-yl)butoxy)-2-methyl-3,4-dihydroisoquinolin-1(2H)-one COC1=C(C=CC=C1)N1CCN(CC1)CCCCOC1=CC=C2CCN(C(C2=C1)=O)C